ferric fluoride [F-].[Fe+3].[F-].[F-]